CN1C(NC2=C1C(=CC=C2)CN2CCC(CC2)NC(OC(C)(C)C)=O)=O Tert-butyl (1-((3-methyl-2-oxo-2,3-dihydro-1H-benzo[d]imidazol-4-yl)methyl)-piperidin-4-yl)carbamate